2-(1-(3,3-difluorocyclobutyl)-4-(4-fluorophenyl)-1H-imidazol-5-yl)-N-(2-fluoro-4-(6-methyl-3,6-diazabicyclo[3.1.1]heptan-3-yl)phenyl)oxazole-4-carboxamide FC1(CC(C1)N1C=NC(=C1C=1OC=C(N1)C(=O)NC1=C(C=C(C=C1)N1CC2N(C(C1)C2)C)F)C2=CC=C(C=C2)F)F